5-[[4-(4-pyridinyl)piperazin-1-yl]methyl]-1H-indole N1=CC=C(C=C1)N1CCN(CC1)CC=1C=C2C=CNC2=CC1